FC=1C=C(C=CC1OC1=CC=NC2=CC(=C(N=C12)O)OC)NC(=O)C1=CN(C(=C(C1=O)C1=CC=C(C=C1)F)C)C(C)C N-[3-Fluoro-4-[(6-hydroxy-7-methoxy-1,5-naphthyridin-4-yl)oxy]phenyl]-5-(4-fluorophenyl)-6-methyl-4-oxo-1-propan-2-ylpyridine-3-carboxamide